N1CC(C1)NC1=CC=C2C=C(C(=C(C2=C1)F)N1CC(NS1(=O)=O)=O)O 5-(7-(azetidin-3-ylamino)-1-fluoro-3-hydroxynaphthalen-2-yl)-1,2,5-thiadiazolidin-3-one 1,1-dioxide